N-(4-(Benzyloxy)-2-(2-(4-(2-(3,4-dihydro-2,6-naphthyridin-2(1H)-yl)ethyl)phenyl)-2H-tetrazol-5-yl)-5-methoxyphenyl)-4-oxo-4H-chromene-2-carboxamide C(C1=CC=CC=C1)OC1=CC(=C(C=C1OC)NC(=O)C=1OC2=CC=CC=C2C(C1)=O)C=1N=NN(N1)C1=CC=C(C=C1)CCN1CC2=CC=NC=C2CC1